6-(1-cyclopropylethoxy)-N-(4-(4,4-difluorocyclohexyl)-2-(2,5-difluorophenyl)pyridin-3-yl)-5-fluoronicotinamide C1(CC1)C(C)OC1=NC=C(C(=O)NC=2C(=NC=CC2C2CCC(CC2)(F)F)C2=C(C=CC(=C2)F)F)C=C1F